ClCC(=O)O.OCCN(CCO)C(CO)(CO)CO bis-(2-hydroxyethyl)amino-tris(hydroxymethyl)methane 2-chloroacetate